3-[3-[tert-butoxycarbonyl-[thiazole-5-carbonyl]amino]pyrazol-1-yl]-7-oxo-1,6-diazabicyclo[3.2.1]oct-3-en-6-yl sulfate S(=O)(=O)(ON1C2C=C(CN(C1=O)C2)N2N=C(C=C2)N(C(=O)C2=CN=CS2)C(=O)OC(C)(C)C)[O-]